FC1(CC(C1)OCC1COCC(O1)COC1=CC=C(C=C1)C=1C=C(C(NC1C(F)(F)F)=O)C(=O)N)F 5-(4-((6-((3,3-Difluorocyclobutoxy)methyl)-1,4-dioxan-2-yl)methoxy)phenyl)-2-oxo-6-(trifluoromethyl)-1,2-dihydropyridine-3-carboxamide